2-chloro-6-((5-(3,4-difluorophenyl)pyridin-3-yl)oxy)pyrimidine-4-carbonitrile ClC1=NC(=CC(=N1)C#N)OC=1C=NC=C(C1)C1=CC(=C(C=C1)F)F